CC(C)NC(O[C@H]1C[C@H](CC1)C1=CC(=NN1)NC(CC=1OC=C(N1)C)=O)=O (1R,3S)-3-(3-{[(4-methyl-1,3-oxazol-2-yl)acetyl]-amino}-1H-pyrazol-5-yl)cyclopentyl propan-2-ylcarbamate